O[C@@H]1C[C@H](N(C1)CC1=C2CCCC2=C(C(=C1)C)OCC=1C(=C(C=CC1)C1=CC=CC=C1)C)C(=O)O (2S,4R)-4-hydroxy-1-((6-methyl-7-((2-methyl-[1,1'-biphenyl]-3-yl)methoxy)-2,3-dihydro-1H-inden-4-yl)methyl)pyrrolidine-2-carboxylic acid